C(#N)C1=C(SC=C1)C1=NN=C(S1)NC(=O)C1=CC(=C(C(O1)=O)OC)NCCOC N-(5-(3-cyanothiophen-2-yl)-1,3,4-thiadiazol-2-yl)-3-methoxy-4-((2-methoxyethyl)amino)-2-oxo-2H-pyran-6-carboxamide